FC(C1=CC=C(C=C1)S(=O)(=O)N1CC2(C1)CCN(CC2)C(=O)N2C[C@@H]1[C@@H](OCC(N1)=O)CC2)(F)F (4aR,8aS)-6-(2-((4-(Trifluoromethyl)phenyl)sulfonyl)-2,7-diazaspiro[3.5]nonane-7-carbonyl)hexahydro-2H-pyrido[4,3-b][1,4]oxazin-3(4H)-one